CN1N=C2C(=CC=C(C2=C1)C1=CC(=C(CN2C(C3=NC=CC=C3C2=O)([2H])[2H])C(=C1)F)F)C 6-(4-(2,7-dimethyl-2H-indazol-4-yl)-2,6-difluorobenzyl)-6,7-dihydro-5H-pyrrolo[3,4-b]pyridin-5-one-7,7-d2